C(C)(C)(C)[Zr](C(C)(C)C)(C(C)(C)C)C(C)(C)C Tetra-tert-butylzirconium